CN(CCCNC(=O)C=1C=NC=CC1)C N-[3-(dimethylamino)propyl]pyridine-3-carboxamide